3-(2-(cyclohex-1-en-1-yl)ethyl)-2-(((4-methoxy-3,5-dimethylpyridin-2-yl)methyl)amino)-3,4-dihydroquinazoline-7-carboxylic acid methyl ester COC(=O)C1=CC=C2CN(C(=NC2=C1)NCC1=NC=C(C(=C1C)OC)C)CCC1=CCCCC1